C12CCC(CC1)N2C2=NC(=CC1=C2N=C(N=C1)NC1=NC=2CCN(CC2C=C1)C(=O)C1N(CCOC1)C)C1COC1 [2-[[8-(7-azabicyclo[2.2.1]heptan-7-yl)-6-(oxetan-3-yl)pyrido[3,4-d]pyrimidin-2-yl]amino]-7,8-dihydro-5H-1,6-naphthyridin-6-yl]-(4-methylmorpholin-3-yl)methanone